OCCN(CC(CS(=O)(=O)[O-])O)CCO.[Fe+3].OCCN(CCO)CC(CS(=O)(=O)[O-])O.OCCN(CCO)CC(CS(=O)(=O)[O-])O ferric 3-bis(2-hydroxyethyl)amino-2-hydroxypropanesulfonate